tert-butyl 3-amino-4-bromopyrazole-1-carboxylate NC1=NN(C=C1Br)C(=O)OC(C)(C)C